C(C=C)(=O)N[C@H]1CC[C@H](CC1)NC1=NC=NC(=C1C1=CC=C(C(=O)NC2=CC=CC=C2)C=C1)N 4-(4-((cis-4-acrylamidocyclohexyl)amino)-6-aminopyrimidin-5-yl)-N-phenylbenzamide